C(C1=CC=CC=C1)OC1=CC(=C(C=C1)NC(=O)C1=C(C=NN1C1CCN(CC1)C(CC(C)C)=O)Cl)C N-(4-(benzyloxy)-2-methylphenyl)-4-chloro-1-(1-(3-methylbutanoyl)piperidin-4-yl)-1H-pyrazole-5-carboxamide